4-(2-aminoethyl)pyridin-2-amine dihydrochloride Cl.Cl.NCCC1=CC(=NC=C1)N